(1S,5R)-3-(7-cyano-3-fluoropyrazolo[1,5-a]pyridin-4-yl)-5-(trifluoromethyl)-3-azabicyclo[3.1.0]hexane-1-carboxylic acid methyl ester COC(=O)[C@@]12CN(C[C@]2(C1)C(F)(F)F)C=1C=2N(C(=CC1)C#N)N=CC2F